N-(4-chloropyrimidin-5-yl)carbamic acid ethyl ester C(C)OC(NC=1C(=NC=NC1)Cl)=O